2-[2-(carboxymethylamino)ethylamino]acetic acid C(=O)(O)CNCCNCC(=O)O